heptaazaPhenalene C1=CN=C2C3=C1NN=NC3=NN=N2